2-[(2RS)-2-(1-chlorocyclopropyl)-3-(2-chlorophenyl)-2-carboxypropyl]-2H-1,2,4-triazole-3(4H)-thione ClC1(CC1)[C@@](CN1N=CNC1=S)(CC1=C(C=CC=C1)Cl)C(=O)O |r|